FC1=CC(=NC(=C1)N1CC(CC1)OC)N1CCC=2C=C(N=CC2C1)C(=O)O 7-(4-fluoro-6-(3-methoxypyrrolidin-1-yl)pyridin-2-yl)-5,6,7,8-tetrahydro-2,7-naphthyridine-3-carboxylic acid